N1(C=NC=C1)C[C@@H](C)OC=1C=CC=C2C=C(N(C12)CC1CC1)C1=NC=2C(=NC=3CCN(C(C3C2)=O)C[C@@H](CF)N)N1C 2-(7-(((R)-1-(1H-imidazol-1-yl)propan-2-yl)oxy)-1-(cyclopropylmethyl)-1H-indol-2-yl)-7-((S)-2-amino-3-fluoropropyl)-3-methyl-3,5,6,7-tetrahydro-8H-imidazo[4,5-b][1,6]naphthyridin-8-one